C(CC)[N+](C)(C)C.C(C(=C)C)(=O)[NH-] methacrylamide propyl-trimethyl-ammonium salt